FC=1C(=NC(=NC1)N[C@H]1CNCC[C@@H]1F)C1=CN=C2N1C=C(C=C2)C(C)(C)O 2-(3-(5-fluoro-2-(((3S,4S)-4-fluoropiperidin-3-yl)amino)pyrimidin-4-yl)imidazo[1,2-a]pyridin-6-yl)propan-2-ol